OC1C(C(N(CC1)OC)(OC)OC)OC p-hydroxytetramethoxypiperidine